(2R)-2-amino-N-{6-[(4-cyano-2-cyclopropyl-phenyl)oxy]-3-pyridinyl}butanamide N[C@@H](C(=O)NC=1C=NC(=CC1)OC1=C(C=C(C=C1)C#N)C1CC1)CC